1-(3-phenylpropyl)-1H-pyrazol-4-amine C1(=CC=CC=C1)CCCN1N=CC(=C1)N